tert-Butyl ((1-(6-((2-amino-2-oxo-1-phenylethyl)thio)-3,5-dicyano-4-cyclopropylpyridin-2-yl)-4-hydroxypiperidin-4-yl)methyl)carbamate NC(C(C1=CC=CC=C1)SC1=C(C(=C(C(=N1)N1CCC(CC1)(O)CNC(OC(C)(C)C)=O)C#N)C1CC1)C#N)=O